ethyl-butyl-phosphinate C(C)P([O-])(=O)CCCC